3-(3-methyl-1H-indazol-5-yl)-6-(4-methylpiperazin-1-yl)imidazo[1,2-b]pyridazine CC1=NNC2=CC=C(C=C12)C1=CN=C2N1N=C(C=C2)N2CCN(CC2)C